2-(2-Chloro-5-isopropyl-8-oxothieno[2',3':4,5]pyrrolo[1,2-d][1,2,4]triazin-7(8H)-yl)-N-(4-hydroxybicyclo[2.2.2]octan-1-yl)acetamid ClC1=CC2=C(C=C3N2C(=NN(C3=O)CC(=O)NC32CCC(CC3)(CC2)O)C(C)C)S1